2-((phenylseleno)methyl)-5-(thiophen-2-yl)-3,4-dihydro-2H-pyrrole C1(=CC=CC=C1)[Se]CC1N=C(CC1)C=1SC=CC1